2-(4-((2S,4r,6S)-2-cyano-7-((5-methoxy-7-methyl-1H-indol-4-yl)methyl)-7-azaspiro[3.5]nonan-6-yl)benzamido)-2-(tetrahydro-2H-pyran-4-yl)acetic acid C(#N)C1CC2(C1)C[C@H](N(CC2)CC2=C1C=CNC1=C(C=C2OC)C)C2=CC=C(C(=O)NC(C(=O)O)C1CCOCC1)C=C2